C(C)(C)(C)OC(=O)N1CC(C1)NC1=C(C=CC2=CN(N=C12)CC1=C2C=CN(C2=C(C=C1OC)C)C(=O)OC(C)(C)C)C#N tert-butyl 4-((7-((1-(tert-butoxycarbonyl)azetidin-3-yl)amino)-6-cyano-2H-indazol-2-yl)methyl)-5-methoxy-7-methyl-1H-indole-1-carboxylate